C(C)NCC(F)(F)F N-ethyl-2,2,2-trifluoroethan-1-amine